C1(CC1)N1N=CC(=N1)C1=C(C(=NC=C1)N)OC 4-(2-cyclopropyl-2H-1,2,3-triazol-4-yl)-3-methoxypyridin-2-amine